C(C1=CC=CC=C1)N1CC(C(C1)OCC1=CC=CC=C1)(C(F)(F)F)CO (1-benzyl-4-(benzyloxy)-3-(trifluoromethyl)pyrrolidin-3-yl)methanol